FC(C=1C(=C(C=CC1)[C@@H](C)NC1=NC(=NC2=CC3=C(C=C12)N(CC3)C3CN(CC3)C(=O)OCC3=CC=CC=C3)C)F)F benzyl 3-(4-(((R)-1-(3-(difluoromethyl)-2-fluorophenyl)ethyl)amino)-2-methyl-7,8-dihydro-6H-pyrrolo[2,3-g]quinazolin-6-yl)pyrrolidine-1-carboxylate